COCC1CN(C1)C(CN1C(NC2=NC=C(C=C21)C2=CC(=CC=C2)C(F)(F)F)=O)=O 1-(2-(3-(methoxymethyl)azetidin-1-yl)-2-oxoethyl)-6-(3-(trifluoromethyl)phenyl)-1H-imidazo[4,5-b]pyridin-2(3H)-one